N-((5-bromo-6-(2,2,2-trifluoroethoxy)pyridin-2-yl)methylene)-2-methylpropane-2-sulfinamide BrC=1C=CC(=NC1OCC(F)(F)F)C=NS(=O)C(C)(C)C